bis-Diethylamino-Silan C(C)N(CC)[SiH2]N(CC)CC